Z-9-octadecenoic acid C(CCCCCCC\C=C/CCCCCCCC)(=O)O